4-{(S)-2-[(S)-2-(Ethyloxycarbonyl)-3-phenylpropanamido]-2-(4-ethylthiazol-2-yl)ethyl}phenylsulfamic acid C(C)OC(=O)[C@H](C(=O)N[C@@H](CC1=CC=C(C=C1)NS(O)(=O)=O)C=1SC=C(N1)CC)CC1=CC=CC=C1